BrC1=CC(=C2C(=NC=NC2=C1)NC1=C(C2=C(N=CS2)C=C1)F)OC1CCN(CC1)C(=O)OC(C)(C)C tert-butyl 4-((7-bromo-4-((7-fluorobenzo[d]thiazol-6-yl)amino)quinazolin-5-yl)oxy)piperidine-1-carboxylate